3-(2-amino-6-(1-((4-hydroxy-5,5-dimethyl-4,5,6,7-tetrahydropyrazolo[1,5-a]pyridin-2-yl)methyl)-1H-1,2,3-triazol-4-yl)pyrimidin-4-yl)-2-methylbenzonitrile NC1=NC(=CC(=N1)C=1C(=C(C#N)C=CC1)C)C=1N=NN(C1)CC1=NN2C(C(C(CC2)(C)C)O)=C1